((2-(2,2'-dimethyl-3'-(3-morpholinopropoxy)-[1,1'-biphenyl]-3-yl)-6-(dimethylamino)benzo[d]oxazol-5-yl)methyl)-N-methylglycine CC1=C(C=CC=C1C=1OC2=C(N1)C=C(C(=C2)N(C)C)CN(CC(=O)O)C)C2=C(C(=CC=C2)OCCCN2CCOCC2)C